(R)-2'-amino-7'-methyl-5'H,7'H-spiro[cyclopropane-1,8'-pyrano[4,3-b]pyridine]-5'-one NC1=CC=C2C(=N1)C1([C@H](OC2=O)C)CC1